FC(C1=CC=C(C=C1)C=1COC2(C1)CN(CC2)C(C=C)=O)(F)F 3-(4-(trifluoromethyl)phenyl)-1-oxa-7-azaspiro[4.4]non-3-en-7-yl-prop-2-en-1-one